lysergic acid 2-pentyl amide CC(CCC)NC(=O)[C@H]1CN(C)[C@@H]2CC3=CNC4=CC=CC(C2=C1)=C34